NCCCC=1C=C(C=C(C1)OCC1CCCCC1)CO (3-(3-aminopropyl)-5-(cyclohexylmethoxy)phenyl)methanol